naphtho[2,1-b]thiophene C=1C2=C(SC1)C=CC1=CC=CC=C12